COC(=O)[C@@H]1CN(CC[C@@H]1NC(=O)OCC1=CC=CC=C1)C(=O)OC(C)(C)C |r| racemic-(3R,4S)-4-benzyloxycarbonylamino-piperidine-1,3-dicarboxylic acid 1-tert-butyl ester 3-methyl ester